3-(((6-methoxynaphthalen-2-yl)oxy)methyl)-1-(2,2,2-trifluoro-1-(4-fluorophenyl)ethyl)azetidine-3-carboxylic acid COC=1C=C2C=CC(=CC2=CC1)OCC1(CN(C1)C(C(F)(F)F)C1=CC=C(C=C1)F)C(=O)O